C(CCCCCCCCCCCCCCCCCCC)(O)(O)O Cos-Anetriol